O=C1N(CCC(N1)=O)C=1C=C(C(=O)O)C=CC1 3-(2,4-dioxo-1,3-diazacyclohexan-1-yl)benzoic acid